5-((2-chloro-4-methyl-benzyl)oxy)-2,3-dihydro-1H-inden-1-one ClC1=C(COC=2C=C3CCC(C3=CC2)=O)C=CC(=C1)C